SCC(=O)OCC(OC(CS)=O)CO glycerol bis(2-mercaptoacetate)